3-(2-Morpholinoethyl)-6-(2-(p-tolyl)-1H-benzo[d]imidazol-6-yl)quinazolin-4(3H)-one O1CCN(CC1)CCN1C=NC2=CC=C(C=C2C1=O)C=1C=CC2=C(NC(=N2)C2=CC=C(C=C2)C)C1